Cl.C1OC(NCC12CCNCC2)=O 2-oxa-4,9-diazaspiro[5.5]undecan-3-one, hydrochloride